(S)-5-methyl-N-(3-(1-((2-methyl-2H-pyrazolo[3,4-c]pyridin-4-yl)amino)ethyl)phenyl)nicotinamide CC=1C=NC=C(C(=O)NC2=CC(=CC=C2)[C@H](C)NC=2C=3C(C=NC2)=NN(C3)C)C1